C1C2CNCC1C3=CC4=NC=CN=C4C=C23 6,7,8,9-tetrahydro-6,10-methano-6H-pyrazino(2,3-h)benzazepine